Hexafluoro-1-butene FCC(C(=C(F)F)F)(F)F